ClC=1C(=NC(=NC1)NC=1C=NN(C1)C1CC1)C=1C=CC(=NC1)C(=O)N[C@@H](C)C#N (S)-5-(5-chloro-2-((1-cyclopropyl-1H-pyrazol-4-yl)amino)pyrimidin-4-yl)-N-(1-cyanoethyl)picolinamide